6-methyltetrahydro-2H-pyran-3-yl (R)-2-(benzyloxy)propanoate C(C1=CC=CC=C1)O[C@@H](C(=O)OC1COC(CC1)C)C